3-(4-(4-(5-(4-(4-chloro-7,7-dimethyl-5-oxo-5,7-dihydroindolo[1,2-a]quinazolin-10-yl)piperidin-1-yl)pyrazine-2-carbonyl)piperazin-1-yl)-2,6-difluorophenyl)piperidine-2,6-dione ClC=1C=2C(N=C3N(C2C=CC1)C1=CC(=CC=C1C3(C)C)C3CCN(CC3)C=3N=CC(=NC3)C(=O)N3CCN(CC3)C3=CC(=C(C(=C3)F)C3C(NC(CC3)=O)=O)F)=O